C(#N)C1CC(C1)CS(=O)(=O)[O-] (1r,3r)-3-cyanocyclobutylmesylate